N-{4-[(3S,5R)-3-amino-5-methylpiperidin-1-yl]-7-hydroxy-6,7-dihydro-5H-cyclopenta[b]pyridin-3-yl}-6-[2,6-difluoro-4-(methylsulfinyl)phenyl]-5-fluoropyridine-2-carboxamide N[C@@H]1CN(C[C@@H](C1)C)C1=C2C(=NC=C1NC(=O)C1=NC(=C(C=C1)F)C1=C(C=C(C=C1F)S(=O)C)F)C(CC2)O